4-(ethylamino)-2-(((S)-2,3,4,5-tetrahydro-3-hydroxybenzo[b][1,4]oxazepin-7-yl)amino)pyrimidine-5-carboxamide sodium [Na].C(C)NC1=NC(=NC=C1C(=O)N)NC1=CC2=C(OC[C@H](CN2)O)C=C1